C1(=CC=CC2=CC3=CC4=CC=CC=C4C=C3C=C12)C=O naphthacene-aldehyde